1-(14-azido-2,2-dimethyl-6,9,12-trioxa-3-azatetradecyl)-2-(ethoxymethyl)-1H-imidazo[4,5-c]quinolin-4-amine N(=[N+]=[N-])CCOCCOCCOCCNC(CN1C(=NC=2C(=NC=3C=CC=CC3C21)N)COCC)(C)C